3-((2,5,9,13,17,21-hexaoxatricosan-23-yl)amino)-4-((2-hydroxy-3-(tetradecyl(4-(tetradecylamino)butyl)amino)propyl)amino)cyclobut-3-ene-1,2-dione COCCOCCCOCCCOCCCOCCCOCCNC=1C(C(C1NCC(CN(CCCCNCCCCCCCCCCCCCC)CCCCCCCCCCCCCC)O)=O)=O